(3R,4R)-tert-butyl 4-((5-cyclopropyl-3-(2-(trifluoromethoxy)phenyl)isoxazol-4-yl)methoxy)-3-fluoropiperidine-1-carboxylate C1(CC1)C1=C(C(=NO1)C1=C(C=CC=C1)OC(F)(F)F)CO[C@H]1[C@@H](CN(CC1)C(=O)OC(C)(C)C)F